CC1=CC=C(C=N1)C1=CC=C2CC(NC2=C1)=O 6-(6-methylpyridin-3-yl)indolin-2-one